O=C(C=O)COC1=CC=CC=C1 2-oxo-3-phenoxypropanal